(S)-quinuclidin-3-yl((R)-2,2,6-trimethyl-5-(4-propoxyphenyl)-2,3-dihydro-1H-inden-1-yl)carbamate N12C[C@H](C(CC1)CC2)OC(N[C@@H]2C(CC1=CC(=C(C=C21)C)C2=CC=C(C=C2)OCCC)(C)C)=O